ClC1=C(OCC2CCNCC2)C=CC(=C1)C(F)(F)F 4-((2-Chloro-4-(trifluoromethyl)phenoxy)methyl)piperidine